6-bromo-5-methyloxazolo[4,5-b]pyridine BrC=1C=C2C(=NC1C)N=CO2